NC1=CC=C(C=N1)C1=NC(=NC(=N1)N1CCOCC1)N1CCN(CC1)C(CCCCC(=O)NO)=O 6-(4-(4-(6-aminopyridin-3-yl)-6-morpholino-1,3,5-triazin-2-yl)piperazin-1-yl)-N-hydroxy-6-oxohexanamide